C(C)(C)C1C(CC(CC1)C)OC1=C(C=CC=C1)[N+](=O)[O-] 1-((2-isopropyl-5-methylcyclohexyl)oxy)-2-nitrobenzene